C(C)NC(CN1C(C=CC(=C1)C=1SC(=NN1)N1CCOCC1)=O)=O N-ethyl-2-(5-(5-morpholino-1,3,4-thiadiazol-2-yl)-2-oxopyridin-1(2H)-yl)acetamide